4-(4,8-dimethyl-3,7-nonadien-1-yl)pyridine CC(=CCCC1=CC=NC=C1)CCC=C(C)C